rac-(1S,9R)-11-benzyl-8-oxa-3,4,5,11-tetrazatricyclo[7.3.0.02,6]dodeca-2(6),4-diene C(C1=CC=CC=C1)N1C[C@@H]2OCC=3N=NNC3[C@@H]2C1 |r|